CC(CCCCC(C)O)C 7-Methyl-2-octanol